C(C#CC)(=O)N1CCC(CC1)NC1=C2C(=C(NC2=C(C=C1)C(=O)N)C)C 4-((1-(but-2-ynoyl)piperidin-4-yl)amino)-2,3-dimethyl-1H-indole-7-carboxamide